5-(5-chloro-2-methoxyphenyl)-N4-(2-fluoro-5-nitrophenyl)-N2-(1-methyl-1H-pyrazol-4-yl)pyrimidine-2,4-diamine ClC=1C=CC(=C(C1)C=1C(=NC(=NC1)NC=1C=NN(C1)C)NC1=C(C=CC(=C1)[N+](=O)[O-])F)OC